C1NCC=2C(=CC=CC12)O 2,3-dihydro-1H-isoindol-4-ol